1-(cyclopropylmethyl)-5-nitro-1H-pyrrolo[2,3-b]pyridine C1(CC1)CN1C=CC=2C1=NC=C(C2)[N+](=O)[O-]